FC1=CC(=C(C=C1)COC1CN(C1)C(=O)N1C[C@@H]2[C@@H](OCC(N2)=O)CC1)C(F)(F)F (4aR,8aS)-6-[3-[[4-fluoro-2-(trifluoromethyl)phenyl]methoxy]azetidine-1-carbonyl]-4,4a,5,7,8,8a-hexahydropyrido[4,3-b][1,4]oxazin-3-one